4-(1-(3,5-Dimethylphenyl)piperidin-4-yl)phenyl ((5-fluoro-2,4-dioxo-3,4-dihydropyrimidin-1(2H)-yl)methyl) carbonate C(OC1=CC=C(C=C1)C1CCN(CC1)C1=CC(=CC(=C1)C)C)(OCN1C(NC(C(=C1)F)=O)=O)=O